ClC1=C(C=C(C(=C1)CC1=CC=C(C=C1)C#N)C)N=CN(C)CC N'-[2-chloro-4-[(4-cyano-phenyl)methyl]-5-methyl-phenyl]-N-ethyl-N-methyl-formamidine